N1-(2-(dimethylamino)ethyl)-N2-ethyl-N4-(4-(6-fluoro-1-methyl-1H-indol-3-yl)-7H-pyrrolo[2,3-d]pyrimidin-2-yl)-N1-methylbenzene-1,2,4-triamine CN(CCN(C=1C(=CC(=CC1)NC=1N=C(C2=C(N1)NC=C2)C2=CN(C1=CC(=CC=C21)F)C)NCC)C)C